(3R*,4R*)-1-Cyclohexyl-4-{[1-(2,4-difluoro-phenyl)-1H-[1,2,3]triazole-4-carbonyl]-amino}-piperidine-3-carboxylic acid ((R)-1-pyrazin-2-yl-ethyl)-amide N1=C(C=NC=C1)[C@@H](C)NC(=O)[C@@H]1CN(CC[C@H]1NC(=O)C=1N=NN(C1)C1=C(C=C(C=C1)F)F)C1CCCCC1 |o1:11,16|